3-[3-(azetidin-3-yl)prop-1-en-1-yl]-5-(trifluoromethyl)-1,2-oxazole 2,2,2-trifluoroacetate FC(C(=O)O)(F)F.N1CC(C1)CC=CC1=NOC(=C1)C(F)(F)F